pyridin-1-ium (2R,3R,4S,5R)-4-((tert-butyldimethylsilyl)oxy)-5-(hydroxymethyl)-2-(2-isobutyramido-6-oxo-1,6-dihydro-9H-purin-9-yl)tetrahydrothiophen-3-yl-phosphonate [Si](C)(C)(C(C)(C)C)O[C@H]1[C@H]([C@@H](S[C@@H]1CO)N1C=2N=C(NC(C2N=C1)=O)NC(C(C)C)=O)P([O-])([O-])=O.[NH+]1=CC=CC=C1.[NH+]1=CC=CC=C1